C(N)(=O)C1=CC=C(C=N1)OCC=1C2=C(SC1C(=O)O)C=CC=C2Cl 3-(((6-Carbamoylpyridin-3-yl)oxy)methyl)-4-chlorobenzo[b]thiophene-2-carboxylic acid